2-(3,5-Dichloro-4-((6-oxo-5-(prop-1-en-2-yl)-1,6-dihydropyridazin-3-yl)oxy)phenyl)-6-(hydroxymethyl)-1,2,4-triazine-3,5(2H,4H)-dione ClC=1C=C(C=C(C1OC1=NNC(C(=C1)C(=C)C)=O)Cl)N1N=C(C(NC1=O)=O)CO